1,3-bis[4-[1-[4-(2,3-epoxypropoxy)phenyl]-1-[4-[1-[4-(2,3-epoxypropoxy)phenyl]-1-methylethyl]phenyl]ethyl]phenoxy]-2-propanol C(C1CO1)OC1=CC=C(C=C1)C(C)(C1=CC=C(C=C1)C(C)(C)C1=CC=C(C=C1)OCC1CO1)C1=CC=C(OCC(COC2=CC=C(C=C2)C(C)(C2=CC=C(C=C2)OCC2CO2)C2=CC=C(C=C2)C(C)(C2=CC=C(C=C2)OCC2CO2)C)O)C=C1